(Z)-4-((6-(2-(2-chloro-3-(((trifluoromethyl)sulfonyl)oxy)phenyl)-1-fluorovinyl)-3,4-dihydro-2,7-naphthyridin-2(1H)-yl)methyl)bicyclo[2.2.1]heptane-1-carboxylic acid ClC1=C(C=CC=C1OS(=O)(=O)C(F)(F)F)\C=C(/F)\C=1C=C2CCN(CC2=CN1)CC12CCC(CC1)(C2)C(=O)O